FC(C1=NN=C(O1)C1=CC(=C(CN(C=2C(C(C2N2CCOCC2)=O)=O)C2=CC=CC=C2)C=C1)F)F 3-((4-(5-(difluoromethyl)-1,3,4-oxadiazol-2-yl)-2-fluorobenzyl)(phenyl)amino)-4-morpholinylcyclobut-3-ene-1,2-dione